OC1=C(C=CC(=C1)C=1C=NNC1)C1=CC=C(N=N1)C(C1CC(N(C(C1)(C)C)C(CC)=O)(C)C)OC (4-((6-(2-hydroxy-4-(1H-pyrazol-4-yl)phenyl)pyridazin-3-yl)(methoxy)methyl)-2,2,6,6-tetramethylpiperidin-1-yl)propan-1-one